BrC=1C=C(C=CC1)C=1N=C(SC1)NC(C1=C(C=C(C=C1)F)NS(=O)(=O)C(C)C)=O N-(4-(3-Bromophenyl)thiazol-2-yl)-4-fluoro-2-((1-methylethyl)sulfonamido)benzamide